C(C=C)(=O)OCCCCCCOC(=O)C1=C(C(C(=O)O)=CC=C1)C(=O)O acryloyloxyhexyl-oxycarbonyl-phthalic acid